1-(3-glycidoxypropyl)-13-norbornanyl-1,1,3,3,5,5,7,7,9,9,11,11,13,13-tetradecamethylheptasiloxane C(C1CO1)OCCC[Si](O[Si](O[Si](O[Si](O[Si](O[Si](O[Si](C)(C)C12CCC(CC1)C2)(C)C)(C)C)(C)C)(C)C)(C)C)(C)C